C=CCCCCCC octaene